4-(6-isopropoxy-5-(6-(trifluoromethyl)pyridinecarboxamido)-2H-indazol-2-yl)piperidine-1-carboxylic acid tert-butyl ester C(C)(C)(C)OC(=O)N1CCC(CC1)N1N=C2C=C(C(=CC2=C1)NC(=O)C1=NC(=CC=C1)C(F)(F)F)OC(C)C